2'-chloro-5'-methoxy-6-methyl-N-(5-(1-(trifluoromethyl)cyclopropyl)-1,3,4-thiadiazol-2-yl)-(4,4'-bipyridine)-3-carboxamide ClC1=NC=C(C(=C1)C1=C(C=NC(=C1)C)C(=O)NC=1SC(=NN1)C1(CC1)C(F)(F)F)OC